C(C)(=O)OC1C2(CCC(C1)C2(C)C)C rac-bornyl acetate